1,6-bis(triethoxysilyl)hexane C(C)O[Si](CCCCCC[Si](OCC)(OCC)OCC)(OCC)OCC